3-bromo-5-chloro-2-((methylamino)methyl)aniline BrC=1C(=C(N)C=C(C1)Cl)CNC